CC1=NC(=NO1)C1=CC=C(C=C1)C(C)N1C=NC2=C(C1=O)C1=C(S2)CNCC1 3-(1-(4-(5-Methyl-1,2,4-oxadiazol-3-yl)phenyl)ethyl)-5,6,7,8-tetrahydropyrido[4',3':4,5]thieno[2,3-d]pyrimidin-4(3H)-one